CC1(OB(OC1(C)C)C=1C=CC(=NC1)N1CCN(CC1)C(=O)OC(C)(C)C)C Tert-butyl 4-(5-(4,4,5,5-tetramethyl-1,3,2-dioxaborolan-2-yl)-pyridin-2-yl)piperazine-1-carboxylate